N1-(4-(4,4-dimethylcyclohexyl)phenyl)-N4,N4-dimethylcyclohexane-1,4-diamine CC1(CCC(CC1)C1=CC=C(C=C1)NC1CCC(CC1)N(C)C)C